COC1=C(C=CC(=N1)C1=CC=C(N=N1)OC1CC2CCC(C1)N2)C=2N=NN(C2)C 3-({6-[6-methoxy-5-(1-methyl-1,2,3-triazol-4-yl)pyridin-2-yl]pyridazin-3-yl}oxy)-8-azabicyclo[3.2.1]octane